2-Butyl-7-((5-methyl-6-(piperazin-1-yl)pyridin-3-yl)methyl)imidazo[2,1-f][1,2,4]triazin-2,4-diamin C(CCC)C1(NN2C(C(=N1)N)=NC=C2CC=2C=NC(=C(C2)C)N2CCNCC2)N